1-azido-2,4-difluoro-benzene N(=[N+]=[N-])C1=C(C=C(C=C1)F)F